5-(3-(ethylsulfonyl)pyridin-2-yl)-2-(trifluoromethyl)-[1,2,4]triazolo[1,5-a]pyrimidine C(C)S(=O)(=O)C=1C(=NC=CC1)C1=NC=2N(C=C1)N=C(N2)C(F)(F)F